ClC1=NC=C(N=C1)OC1=C(C(=CC=C1)[N+](=O)[O-])Cl 2-chloro-5-(2-chloro-3-nitrophenoxy)pyrazine